FC1(CN(CC1)C1=NC=CC(=C1C1=NC2=C(N1)COCC2)C2=NC=CC=C2)F 2-(2'-(3,3-difluoropyrrolidin-1-yl)-[2,4'-bipyridin]-3'-yl)-3,4,6,7-tetrahydropyrano[3,4-d]imidazole